tri([1,1'-biphenyl]-4-yl)(4-(4,4,5,5-tetramethyl-1,3,2-dioxaborolan-2-yl)phenyl)silane C1(=CC=C(C=C1)[Si](C1=CC=C(C=C1)B1OC(C(O1)(C)C)(C)C)(C1=CC=C(C=C1)C1=CC=CC=C1)C1=CC=C(C=C1)C1=CC=CC=C1)C1=CC=CC=C1